4-(3-((5-(difluoromethyl)-2-((3-methyl-1-(1-methylpyrrolidin-3-yl)-1H-pyrazol-4-yl)amino)pyrimidin-4-yl)amino)propyl)-2,2-dimethyl-1,4-oxazepan-3-one FC(C=1C(=NC(=NC1)NC=1C(=NN(C1)C1CN(CC1)C)C)NCCCN1C(C(OCCC1)(C)C)=O)F